5,7-diamino-1,1-dimethylindane NC=1C=C2CCC(C2=C(C1)N)(C)C